2-((5-fluoropyridin-3-yl)methyl)-6-(2-(neopentyloxy)pyrimidin-5-yl)pyridazine-3(2H)-one FC=1C=C(C=NC1)CN1N=C(C=CC1=O)C=1C=NC(=NC1)OCC(C)(C)C